BrC=1C(=C2C(=NC1)NC(=N2)C2=CC=C(C=C2)N2CCN(CC2)CC=2C(=NOC2C)C)NC2CCN(CC2)C 6-Bromo-2-(4-{4-[(3,5-dimethylisoxazol-4-yl)methyl]piperazin-1-yl}phenyl)-N-(1-methylpiperidin-4-yl)-3H-imidazo[4,5-b]pyridin-7-amine